FC=1C=CC(=NC1C)C(=O)NC1=CC2=CN(N=C2C=C1C(C)(C)O)C1CCC(CC1)CO 5-fluoro-N-[2-[4-(hydroxymethyl)cyclohexyl]-6-(1-hydroxy-1-methyl-ethyl)indazol-5-yl]-6-methyl-pyridine-2-carboxamide